(1S,3R)-3-hydroxycyclohexan-hexanecarboxylic acid isopropyl ester C(C)(C)OC(=O)CCCCCC[C@@H]1C[C@@H](CCC1)O